C(#N)C1=CC=2N(N=C1)C(=CC2)C2=CC(=C(C=N2)C2=NN=C(S2)C2CCC(CC2)NC(C)=O)NC2COC2 N-((1r,4r)-4-(5-(6-(3-cyanopyrrolo[1,2-b]pyridazin-7-yl)-4-(oxetan-3-ylamino)pyridin-3-yl)-1,3,4-thiadiazol-2-yl)cyclohexyl)acetamide